Cl.[Si](C)(C)(C(C)(C)C)OC[C@@H]1NCCC1 (R)-2-((tert-butyldimethylsilyloxy)methyl)pyrrolidine hydrochloride